N-(2-amino-2-oxo-ethyl)formamide NC(CNC=O)=O